2,6-dimethoxy-1-(1,4,7,10-tetraoxaundecyl)-3,4,5-tribromobenzene COC1=C(C(=C(C(=C1Br)Br)Br)OC)OCCOCCOCCOC